C1(=CC=CC=C1)C1=CC=C(C=C1)C1=CC=C(C=C1)N1C2=CC=CC=C2C2=C1C=CC=1N(C=3C=CC=CC3C21)C2=CC(=CC=C2)C2=CC=CC1=C2SC2=C1C=CC=C2 5-(4'-phenyl-1,1'-biphenyl-4-yl)-8-(3-(dibenzothiophen-4-yl)phenyl)-5H,8H-indolo[2,3-c]carbazole